FC=1C=CC(=NC1)C1(C(N(C2=CC=CC(=C12)C)CC1CCC(CC1)NC(C1=CN=CC=C1)=O)=O)O N-((1r,4r)-4-((3-(5-fluoropyridin-2-yl)-3-hydroxy-4-methyl-2-oxoindolin-1-yl)methyl)cyclohexyl)nicotinamide